2-{[(2S)-1-(dimethylamino)propan-2-yl]oxy}-5-fluoro-N-(2-fluoro-6-methylphenyl)-4-(3-oxo-5,6,7,8-tetrahydro[1,2,4]triazolo[4,3-a]pyridin-2(3H)-yl)benzamide CN(C[C@H](C)OC1=C(C(=O)NC2=C(C=CC=C2C)F)C=C(C(=C1)N1N=C2N(CCCC2)C1=O)F)C